C1=CC=CC2=CC3=CC4=CC5=CC6=C(C7=CC8=CC9=CC=CC=C9C=C8C=C7C=C6C=C5C=C4C=C3C=C12)O nonacen-9-ol